potassium benzenesulfonate sodium salt [Na+].C1(=CC=CC=C1)S(=O)(=O)[O-].[K+].C1(=CC=CC=C1)S(=O)(=O)[O-]